isobutyl-methyl-[rac-(3R)-3-[6-(dimethylsulfamoylamino)-3-pyridyl]-3-[[rac-(7S)-7-tert-butyl-5,6,7,8-tetrahydrothiazolo[5,4-b]quinoline-2-carbonyl]amino]propyl]ammonium C(C(C)C)[NH+](CC[C@@H](NC(=O)C=1SC2=NC=3CC[C@@H](CC3C=C2N1)C(C)(C)C)C=1C=NC(=CC1)NS(N(C)C)(=O)=O)C |r|